aminobutyltrimethoxysilane NCCCC[Si](OC)(OC)OC